OC(C(=O)N)CC1=CC=CC=C1 Hydroxy-hydrocinnamamide